BrCC1=C2C=CN(C2=CC=C1)C(=O)OC(C)(C)C tert-butyl 4-(bromomethyl)-1H-indole-1-carboxylate